5-methyl-6-(3-(4-methyl-2-oxopiperazin-1-yl)-7,8-dihydro-1,6-naphthyridin-6(5H)-yl)nicotinonitrile CC=1C(=NC=C(C#N)C1)N1CC=2C=C(C=NC2CC1)N1C(CN(CC1)C)=O